2-(2-fluoro-3,4-dihydroxy-5-methoxyphenyl)-N-isopropyl-1-(3-methyloxetan-3-yl)-1H-benzo[d]imidazole-6-carboxamide FC1=C(C=C(C(=C1O)O)OC)C1=NC2=C(N1C1(COC1)C)C=C(C=C2)C(=O)NC(C)C